CC1=NC2=C(C=CC=C2C=C1)NC(C(C)(C)C)=O N-(2-Methylquinolin-8-yl)pivalamide